S1C(C)(C)[C@H](C(=O)O)N2[C@H]1[C@H](N)C2=O anti-6-aminopenicillanic acid